FC1(OC2=C(O1)C=CC(=C2)C2(CC2)C(=O)N[C@@H]2C[C@@H](OC1=CC=C(C=C21)OC)C=2C=C(C(=O)O)C=CC2)F 3-[(2R,4R)-4-({[1-(2,2-difluoro-1,3-benzodioxol-5-yl)cyclopropyl]carbonyl}amino)-6-methoxy-3,4-dihydro-2H-chromen-2-yl]benzoic acid